C1(CCCCC1)C(=O)OCCCCl 3-chloro-1-propyl cyclohexanecarboxylate